The molecule is a short chain fatty acyl-CoA(4-) arising from deprotonation of the phosphate and diphosphate OH groups of pivaloyl-CoA; major species at pH 7.3. It is a short chain fatty acyl-CoA(4-) and a saturated fatty acyl-CoA(4-). It is a conjugate base of a pivaloyl-CoA. CC(C)(C)C(=O)SCCNC(=O)CCNC(=O)[C@@H](C(C)(C)COP(=O)([O-])OP(=O)([O-])OC[C@@H]1[C@H]([C@H]([C@@H](O1)N2C=NC3=C(N=CN=C32)N)O)OP(=O)([O-])[O-])O